C(C)(C)C12C(O)C=C(C(=C1C1C(COCC3C2O3)O1)O)C(C)C 2,5-diisopropylhydroquinonediglycidyl ether